1-methyl-1,3-benzodiazol-5-ol CN1C=NC2=C1C=CC(=C2)O